ClC1=C(C(=O)N2COC3=C(C2)C=CC=C3C3=CC(=C(C(=O)O)C=C3F)N3C2COCC3CC2)C(=CC(=C1)N1[C@@H](CNCC1)C)Cl 4-[3-[2,6-Dichloro-4-[(2R)-2-methylpiperazin-1-yl]benzoyl]-2,4-dihydro-1,3-benzoxazin-8-yl]-5-fluoro-2-(3-oxa-8-azabicyclo[3.2.1]oct-8-yl)benzoic acid